FC1=C(C=CC(=C1)F)C(/C=C/C1=CC(=C(OCC(=O)O)C=C1)[N+](=O)[O-])=O 2-[4-[(E)-3-(2,4-Difluorophenyl)-3-oxoprop-1-enyl]-2-nitrophenoxy]acetic acid